O1CCN(CC1)C=1C(=NC=C(C1)C(F)(F)F)C1=NN=C(O1)NC1N=C(C2=C(NC1=O)C=CC=C2)C2=CC=CC=C2 3-((5-(3-morpholino-5-(trifluoromethyl)pyridin-2-yl)-1,3,4-oxadiazol-2-yl)amino)-5-phenyl-1,3-dihydro-2H-benzo[e][1,4]diazepin-2-one